N-{2-[(5-chloro-2-{[4-(4-methylpiperazin-1-yl)phenyl]amino}pyrimidin-4-yl)amino]-3-methylphenyl}prop-2-enamide ClC=1C(=NC(=NC1)NC1=CC=C(C=C1)N1CCN(CC1)C)NC1=C(C=CC=C1C)NC(C=C)=O